O1C=NC2=C1C=CC(=C2)C2CCN(CC2)C2=C(C(N(C1=CC=CC=C21)C)=O)C#N 4-[4-(1,3-benzoxazol-5-yl)piperidin-1-yl]-1-methyl-2-oxo-1,2-dihydroquinoline-3-carbonitrile